COC=1C=2C=CC=3C4=C(OC3C2C=CC1)C=CC=C4 4-methoxybenzo[b]naphtho[2,1-d]furan